1-Methyl-N-[rac-(3R)-tetrahydropyran-3-yl]-2-[2-(2,2,2-trifluoroethylamino)pyrimidin-4-yl]pyrrolo[3,2-c]pyridin-6-amine CN1C(=CC=2C=NC(=CC21)N[C@H]2COCCC2)C2=NC(=NC=C2)NCC(F)(F)F |r|